CC(=C)\C=C\C (1E,3E)-2-methylpenta-1,3-diene